ClC=1C=NC=C(C1[C@H](C)OC=1C=C2C(=NNC2=CC1)C=1C=CC(=NC1)N1CCS(CC1)(=N)=O)Cl (S)-4-(5-(5-(1-(3,5-Dichloropyridin-4-yl)ethoxy)-1H-indazol-3-yl)pyridin-2-yl)-1-imino-1λ6-thiomorpholine 1-oxide